Ethyl 2-(4-((2,4-dioxo-3-(4-(trifluoromethyl) phenyl) imidazolidin-1-yl) methyl)-2,6-dimethylphenoxy)-2-methylpropionate O=C1N(CC(N1C1=CC=C(C=C1)C(F)(F)F)=O)CC1=CC(=C(OC(C(=O)OCC)(C)C)C(=C1)C)C